ClC=1C(=C(C(=C(C1)C(C)N1N=C(C=2C1=NC=NC2N)C)OC)C2CN(C2)C(=O)C=2C=NN(C2)C)C 1-[1-(5-chloro-2-methoxy-4-methyl-3-{1-[(1-methyl-1H-pyrazol-4-yl)carbonyl]azetidin-3-yl}phenyl)ethyl]-3-methyl-1H-pyrazolo[3,4-d]pyrimidin-4-amine